C(CC)S(=O)(=O)C1=NN=C2N1C=C(C=C2)NC(=O)C=2OC=CC2 N-(3-(propylsulfonyl)-[1,2,4]triazolo[4,3-a]pyridin-6-yl)furan-2-carboxamide